O[C@H](C[N+](C)(C)C)CC([O-])=O d-carnitine